C[C@H](C(=O)OC)O methyl (R)-(+)-lactate